(1R,2S)-2-(3-((5-chloro-6-(1,1-dioxidothiomorpholino)-2-methylpyrimidin-4-yl)amino)-1H-indazol-6-yl)-5'-methoxyspiro[cyclopropane-1,3'-indolin]-2'-one ClC=1C(=NC(=NC1N1CCS(CC1)(=O)=O)C)NC1=NNC2=CC(=CC=C12)[C@@H]1C[C@@]12C(NC1=CC=C(C=C21)OC)=O